(1-cyclopent-3-enyl)methanol C1(CC=CC1)CO